2-amino-N-((1R)-1-cyclopropyl-2-methoxyethyl)-3-methyl-N-((5-(trifluoromethyl)-2-pyridinyl)methyl)-6-quinolinecarboxamide NC1=NC2=CC=C(C=C2C=C1C)C(=O)N(CC1=NC=C(C=C1)C(F)(F)F)[C@@H](COC)C1CC1